FC1=C(C=CC=C1)CCO 2-(2-fluorophenyl)ethanol